C(C)(C)(C)OC(NC1CN(C1)C=1C=CC=2N=CN=C(C2N1)NC1=CC(=C(C=C1)Cl)OC)=O tert-Butyl(1-(4-((4-chloro-3-methoxyphenyl) amino)pyrido[3,2-d]pyrimidin-6-yl)azetidin-3-yl)carbamate